(8-((3-chloro-4-(propylamino)-1H-pyrrolo[2,3-b]pyridin-6-yl)amino)-2,3-dihydrobenzo[b][1,4]dioxin-5-yl)(morpholino)methanone ClC1=CNC2=NC(=CC(=C21)NCCC)NC2=CC=C(C1=C2OCCO1)C(=O)N1CCOCC1